OC=1C=CC2=C(OC(CN2C2=CC=C(C=C2)C(F)(F)F)CNC(C)=O)N1 N-((6-hydroxy-1-(4-(trifluoromethyl)phenyl)-2,3-dihydro-1H-pyrido[2,3-b][1,4]oxazin-3-yl)methyl)acetamide